FC(CN(CCC(C(=O)O)NC(=O)N1CCCC1)CCCCC1=NC=2NCCCC2C=C1)COC 4-[[2-fluoro-3-methoxy-propyl]-[4-(5,6,7,8-tetrahydro-1,8-naphthyridin-2-yl)butyl]amino]-2-(pyrrolidine-1-carbonylamino)butanoic acid